Tert-butyl (S)-2-(((5-(2-aminopyrazolo[1,5-a]pyridin-5-yl)-1-methyl-1H-pyrazol-4-yl)oxy)methyl)azetidine-1-carboxylate NC1=NN2C(C=C(C=C2)C2=C(C=NN2C)OC[C@H]2N(CC2)C(=O)OC(C)(C)C)=C1